BrC1=CC(=C(C(=C1)Cl)N1N=C(C=C1)C=1C=CC(=C(C#N)C1)C)Cl 5-[1-(4-bromo-2,6-dichlorophenyl)-1H-pyrazol-3-yl]-2-methylbenzonitrile